2-methyl-9-(n-heptyloxycarbonyloxy)anthracene CC1=CC2=C(C3=CC=CC=C3C=C2C=C1)OC(=O)OCCCCCCC